8-amino-4,4-dimethyl-4,5-dihydro-1H-pyrazolo[4,3-H]quinazoline-3-carboxamide NC1=NC=2C3=C(C(CC2C=N1)(C)C)C(=NN3)C(=O)N